tert-Butyl N-[(5-bromopyrimidin-2-yl)methyl]carbamate BrC=1C=NC(=NC1)CNC(OC(C)(C)C)=O